N-(9-Azabicyclo[3.3.1]nonan-3-yl)-5-(7-fluoro-2-methyl-2H-indazol-5-yl)-N-methyl[1,3]thiazolo[5,4-b]pyridin-2-amin-Hydrochlorid Cl.C12CC(CC(CCC1)N2)N(C=2SC1=NC(=CC=C1N2)C2=CC1=CN(N=C1C(=C2)F)C)C